3-(8-fluoro-2-(((2R,7aS)-2-fluorohexahydro-1H-pyrrolizin-7a-yl)methoxy)-7-(3-methoxy-2-methylnaphthalen-1-yl)pyrido[4,3-d]pyrimidin-4-yl)-3-azabicyclo[3.2.1]octan-6-ol FC1=C(N=CC2=C1N=C(N=C2N2CC1CC(C(C2)C1)O)OC[C@]12CCCN2C[C@@H](C1)F)C1=C(C(=CC2=CC=CC=C12)OC)C